Methyl (2S)-2-[[(2S)-2-(tert-butoxycarbonylamino)-3-cyclopropyl-propanoyl]amino]-3-[(3S)-2-oxo-3-piperidyl]propanoate C(C)(C)(C)OC(=O)N[C@H](C(=O)N[C@H](C(=O)OC)C[C@H]1C(NCCC1)=O)CC1CC1